[O-][Sn](=O)[O-].[Na+].[Na+] sodium stannate